tert-Butyl (1-((3-(2-(4-(3-(2,4-dioxotetrahydropyrimidin-1(2H)-yl)-1-methyl-1H-indazol-6-yl)piperidin-1-yl)propyl)phenyl)sulfonyl)piperidin-4-yl)carbamate O=C1N(CCC(N1)=O)C1=NN(C2=CC(=CC=C12)C1CCN(CC1)C(CC=1C=C(C=CC1)S(=O)(=O)N1CCC(CC1)NC(OC(C)(C)C)=O)C)C